COC1=CC(=C(C=C1)C1=CC(=C(N=N1)NC1C[C@@H]2[C@@H](CN(C2)CC2CCOCC2)C1)C(F)(F)F)C (3aR,5s,6aS)-N-(6-(4-methoxy-2-methylphenyl)-4-(trifluoromethyl)pyridazin-3-yl)-2-((tetrahydro-2H-pyran-4-yl)methyl)octahydro-cyclopenta[c]pyrrol-5-amine